C(C1=CC=CC=C1)(=O)OCCN=C=S 2-(benzoyloxy)ethyl isothiocyanate